(R)-2-(7-cyano-3-fluoropyrazolo[1,5-a]pyridin-4-yl)-4-methyl-1,2,3,4-Tetrahydropyrazin C(#N)C1=CC=C(C=2N1N=CC2F)[C@H]2NC=CN(C2)C